2-hydroxyethyl-methacrylate OCCOC(C(=C)C)=O